ethyl 5-((2-(2-((tert-butoxycarbonyl)amino)ethoxy)-5-fluorobenzyl)(2-hydroxyethyl)amino)pyrazolo[1,5-a]pyrimidine-3-carboxylate C(C)(C)(C)OC(=O)NCCOC1=C(CN(C2=NC=3N(C=C2)N=CC3C(=O)OCC)CCO)C=C(C=C1)F